N-benzyl-N-[(5-fluoropyridin-2-yl)methyl]-6-oxo-1-(prop-2-yn-1-yl)-1,6-dihydropyridine-2-carboxamide C(C1=CC=CC=C1)N(C(=O)C=1N(C(C=CC1)=O)CC#C)CC1=NC=C(C=C1)F